CN1N=C2C(=CC(=CC2=C1)C(=O)Cl)C 2,7-dimethyl-2H-indazole-5-carbonyl chloride